P(=O)(O)(O)O.C(CN)N ethylene-diamine phosphate